pyromellitoyl chloride C(C=1C(C(=O)Cl)=CC(C(=O)Cl)=C(C(=O)Cl)C1)(=O)Cl